lithium diphenylethylene C1(=CC=CC=C1)C=CC1=CC=CC=C1.[Li]